C(C)(C)(C)OOC(C)(C)C1=CC=C(C=C1)C(C)(C)OOC(C)(C)C para-di-(tert-butylperoxyisopropyl)benzene